hexadecan-1-yl margarate C(CCCCCCCCCCCCCCCC)(=O)OCCCCCCCCCCCCCCCC